methyl (E)-5-(3-(tert-butoxy)-3-oxoprop-1-en-1-yl)-2-methoxybenzoate C(C)(C)(C)OC(/C=C/C=1C=CC(=C(C(=O)OC)C1)OC)=O